S1C(=CC=C1)C1=CC=C(O1)CCC(=O)O 3-[5-(2-thienyl)-2-furyl]propanoic acid